C1=C(CC=C2NC3=CC=CC=C3N=C12)N 3,5-dihydrophenazin-2-amine